tert-butyl (1-(5-(1-(difluoromethoxy)-6-methyl-5-oxo-5,6,7,14-tetrahydro-7,14-methanobenzo[c]pyrimido[1',2':1,5]pyrazolo[4,3-f]azocin-12-yl)pyrimidin-2-yl)cyclobutyl)carbamate FC(OC1=CC=CC=2C(N(C3C=4C(C(C21)C3)=C3N(N4)C=CC(=N3)C=3C=NC(=NC3)C3(CCC3)NC(OC(C)(C)C)=O)C)=O)F